CN(CC[C@H](O)C=1SC=CC1)C (1S)-3-(dimethylamino)-1-thiophen-2-ylpropan-1-ol